FC(=C)C1=CC=CC=C1 (1-fluorovinyl)benzene